C(=O)(O)C(C(N)C(=O)O)N 1,2-dicarboxyethylenediamine